1-benzyl-6-chloro-3-phenyl-1H-2,1-benzothiazin-4(3H)-one 2,2-dioxide C(C1=CC=CC=C1)N1S(C(C(C2=C1C=CC(=C2)Cl)=O)C2=CC=CC=C2)(=O)=O